CN(C(=O)C1=NN(C(=C1CCOC1=C(C=CC(=C1)Cl)C=1C=CC=2N(C1)C(=CN2)CCNC([O-])=O)C)C)C [2-(6-{2-[2-(3-(dimethyl)carbamoyl-1,5-dimethyl-1H-pyrazol-4-yl)ethoxy]-4-chlorophenyl}imidazo[1,2-a]pyridin-3-yl)ethyl]-carbamate